6-((5-Fluoropyridin-2-yl)amino)-N-methyl-4-((5-methyl-4-oxo-4,5-dihydrothieno[3,2-c]pyridin-3-yl)amino)nicotinamide FC=1C=CC(=NC1)NC1=NC=C(C(=O)NC)C(=C1)NC1=CSC2=C1C(N(C=C2)C)=O